COC1=CC=2N(C=C1S(=O)(=O)CCCO)C=CN2 3-((7-methoxyimidazo[1,2-a]pyridin-6-yl)sulfonyl)propan-1-ol